trans-5-(2-(4-Fluoro-3,5-dimethoxyphenyl)cyclopropyl)-2,2'-bipyrimidine FC1=C(C=C(C=C1OC)[C@H]1[C@@H](C1)C=1C=NC(=NC1)C1=NC=CC=N1)OC